FC=1C(=C2C=CC=NC2=CC1)N=C=S 6-fluoro-5-isothiocyanatoquinoline